C(C1=CC=CC=C1)N(C1=CC=CC=2N(C(NC21)=O)C2CCC(CC2)C(=O)NC2=CC(=C(C=C2)C)OC)CC2=CC=CC=C2 4-[4-(dibenzylamino)-2-oxo-3H-benzimidazol-1-yl]-N-(3-methoxy-4-methyl-phenyl)cyclohexanecarboxamide